2,2'-bi(1,3,2-dioxaborolane) O1B(OCC1)B1OCCO1